2-(2,6-Difluorophenyl)-4-(4-(((naphthalen-1-ylmethyl)disulfaneyl)methyl)phenyl)-4,5-dihydrooxazole FC1=C(C(=CC=C1)F)C=1OCC(N1)C1=CC=C(C=C1)CSSCC1=CC=CC2=CC=CC=C12